8-bromo-2-oxo-1,2-dihydroquinoxaline-6-carboxylic acid ethyl ester C(C)OC(=O)C=1C=C2N=CC(NC2=C(C1)Br)=O